(R)-6-Methyl-N-((S)-7-oxo-1-(5-(chinolin-6-yl)-1H-imidazol-2-yl)nonyl)-6-azaspiro[2.5]octan-1-carboxamid CN1CCC2(C[C@H]2C(=O)N[C@@H](CCCCCC(CC)=O)C=2NC(=CN2)C=2C=C3C=CC=NC3=CC2)CC1